N=C1C=CCC=C1 4-iminocyclohexa-2,5-dien